N[C@H](C(=O)N[C@H](C(=O)OCC)CC1=NC2=C(N1C)C=CC(=C2)N(CCCl)CCCl)CC2=CC=C(C=C2)F Ethyl (2S)-2-[[(2S)-2-amino-3-(4-fluorophenyl)propanoyl]amino]-3-[5-[bis(2-chloroethyl)amino]-1-methyl-benzimidazol-2-yl]propanoate